octyl-germaniumthiol C(CCCCCCC)[GeH3+]S